C(=O)(OCC1=CC=CC=C1)NCCN N-carbobenzoxy-1,2-ethylenediamine